1-[[2-[4-(1-methylcyclopropyl)-2-pyridyl]-1H-indol-5-yl]methyl]cyclopropanecarboxylic acid CC1(CC1)C1=CC(=NC=C1)C=1NC2=CC=C(C=C2C1)CC1(CC1)C(=O)O